ClC1=CC(=C2C(=N1)NC=C2)C=2N=NN(C2)CC2=CC=CC(=N2)N2CC1(CC(C1)=O)C2 6-(6-((4-(6-chloro-1H-pyrrolo[2,3-b]pyridin-4-yl)-1H-1,2,3-triazol-1-yl)methyl)pyridin-2-yl)-2-oxo-6-azaspiro[3.3]heptane